3'-fluoro-N-(5-(((1s,4s)-4-(hydroxymethyl)cyclohexyl)oxy)-1,3,4-thiadiazol-2-yl)-5'-methoxy-2',6-dimethyl-[4,4'-bipyridine]-3-carboxamide FC=1C(=NC=C(C1C1=C(C=NC(=C1)C)C(=O)NC=1SC(=NN1)OC1CCC(CC1)CO)OC)C